3-(4-((2-(methoxy)ethyl)aminocarbonyl)phenyl)-1H-1,2,4-triazole-3,5-diamine COCCNC(=O)C1=CC=C(C=C1)C1(NNC(=N1)N)N